CC1=CC=C(C=C1)S(=O)(=O)NN=CC1=C(C=CC=C1)[N+](=O)[O-] nitrobenzaldehyde p-toluenesulfonylhydrazone